C(C)(C)(C)C1N(CCC=2C1=C(N(N2)C2=C(C=CC=C2C)OCC(C)C)C=2C=C1C=CNC1=CC2)C(=O)N tert-butyl-3-(1H-indol-5-yl)-2-(2-isobutoxy-6-methylphenyl)-6,7-dihydro-2H-pyrazolo[4,3-c]pyridine-5(4H)-carboxamide